3-(2-bromophenyl)-4-methyl-4H-1,2,4-triazole BrC1=C(C=CC=C1)C1=NN=CN1C